[4-(cyclohexylamino)-7H-pyrrolo[2,3-d]pyrimidin-2-yl]methanol C1(CCCCC1)NC=1C2=C(N=C(N1)CO)NC=C2